7-methoxy-10-toluenesulfonyl-5,10-dihydro-11H-dibenzo[b,e][1,4]diazepin-11-one COC1=CC2=C(N(C(C3=C(N2)C=CC=C3)=O)S(=O)(=O)CC3=CC=CC=C3)C=C1